cyclobutyl-2-(3-hydroxy-5-(trifluoromethyl)phenyl)benzo[d]oxazole-5-carboxamide C1(CCC1)C1=C(C=CC2=C1N=C(O2)C2=CC(=CC(=C2)C(F)(F)F)O)C(=O)N